C(#N)[C@H]1N(CC(C1)(F)F)C(CNC(=O)C1=CC=NC2=CC=C(C=C12)/C=C/C=1C=C2CCN(C2=CC1)C(=O)OC(C)(C)C)=O tert-butyl (S,E)-5-(2-(4-((2-(2-cyano-4,4-difluoropyrrolidin-1-yl)-2-oxoethyl)carbamoyl)quinolin-6-yl)vinyl)indoline-1-carboxylate